(5Z)-5-[(dimethylamino)methylidene]-2-hydroxy-3-[(3-methoxyphenyl)methyl]imidazolidin-4-one CN(C)\C=C/1\C(N(C(N1)O)CC1=CC(=CC=C1)OC)=O